methyl 2-((tert-butoxycarbonyl) amino)-7-((3'-(methylthio)-[1,1'-biphenyl]-2-yl) oxy)-1,2,3,4-tetrahydronaphthalene-2-carboxylate C(C)(C)(C)OC(=O)NC1(CC2=CC(=CC=C2CC1)OC1=C(C=CC=C1)C1=CC(=CC=C1)SC)C(=O)OC